tert-butyl ((1r,3r)-3-((E)-2-(1,8-naphthyridin-2-yl)vinyl)cyclobutyl)carbamate N1=C(C=CC2=CC=CN=C12)/C=C/C1CC(C1)NC(OC(C)(C)C)=O